3-Fluoro-N-methyl-5-((7-(3-methylisoxazol-4-yl)-4-oxoquinazolin-3(4H)-yl)methyl)benzamide FC=1C=C(C(=O)NC)C=C(C1)CN1C=NC2=CC(=CC=C2C1=O)C=1C(=NOC1)C